C(C1=CC=CC=C1)OC1=C(C=C(C=C1)[C@@H](CC(=O)OCC)N(C(NCCCC1=NC=2NCCCC2C=C1)=O)CC(OC)OC)F ethyl (3R)-3-[4-(benzyloxy)-3-fluorophenyl]-3-[(2,2-dimethoxyethyl)([[3-(5,6,7,8-tetrahydro-1,8-naphthyridin-2-yl)propyl]carbamoyl])amino]propanoate